CC1C(=O)OCCCCCCCS1 methyl-γ-thiadecanolactone